(S)-1-(tert-butoxy-carbonyl)pyrrolidine-3-carboxylic acid C(C)(C)(C)OC(=O)N1C[C@H](CC1)C(=O)O